2-(3-nitrophenyl)ethanol [N+](=O)([O-])C=1C=C(C=CC1)CCO